4-phenyl-5,6-dihydro-4H-pyrrolo[1,2-b]pyrazole-2-carboxylic acid C1(=CC=CC=C1)C1CCN2N=C(C=C21)C(=O)O